N-(adamantan-1-yl)-2-((6-methoxy-2-oxo-1,2-dihydropyrimidin-4-yl)oxy)acetamide C12(CC3CC(CC(C1)C3)C2)NC(COC2=NC(NC(=C2)OC)=O)=O